CC(CC)C(=O)O 2-butylcarboxylic acid